N-{(5R)-8-chloro-1-[trans-4-(pyridin-2-yloxy)cyclohexyl]-5,6-dihydro-4H-[1,2,4]triazolo[4,3-a][1]benzazepin-5-yl}-2,2-dimethylpropanamide ClC=1C=CC2=C(C[C@H](CC=3N2C(=NN3)[C@@H]3CC[C@H](CC3)OC3=NC=CC=C3)NC(C(C)(C)C)=O)C1